C1(=CC=C(C=C1)C[C@H](C(=O)N)NC(=O)[C@H]1N(C[C@@H](C1)O)C([C@@H](N1N=NC(=C1)C1CC1)C12CC3CC(CC(C1)C3)C2)=O)C2=CC=CC=C2 (2S,4R)-N-((R)-3-([1,1'-biphenyl]-4-yl)-1-amino-1-oxopropan-2-yl)-1-((2S)-2-(adamantan-1-yl)-2-(4-cyclopropyl-1H-1,2,3-triazol-1-yl)acetyl)-4-hydroxypyrrolidine-2-carboxamide